COC1=CC=C(C=C1)CC1=NC=C(C=N1)C(=O)N [1-(4-methoxyphenyl)methyl]pyrimidine-5-carboxamide